(3-amino-2-(butylsulfinyl)-6-(thiazol-2-yl)thieno[2,3-b]pyridin-4-yl)benzoic acid NC1=C(SC2=NC(=CC(=C21)C2=C(C(=O)O)C=CC=C2)C=2SC=CN2)S(=O)CCCC